(5R)-3,3-difluoro-5-(2-oxo-1,3-oxazepan-3-yl)piperidine-1-carboxylic acid 4-chlorophenyl ester ClC1=CC=C(C=C1)OC(=O)N1CC(C[C@H](C1)N1C(OCCCC1)=O)(F)F